1-[3-Acetyl-6-(6-chloroimidazo[4,5-c]pyridin-3-yl)-2-pyridinyl]-5-methyl-pyrazole-3-carbonitrile C(C)(=O)C=1C(=NC(=CC1)N1C=NC2=C1C=NC(=C2)Cl)N2N=C(C=C2C)C#N